(R)-(+)-1-phenylethyl alcohol C[C@H](C1=CC=CC=C1)O